tert-butyl-3-((1-(aminomethyl)-6-chloro-1,3,4,9-tetrahydro-2H-pyrido-[3,4-b]indol-2-yl)methyl)-4-(5-chloro-6-(trifluoromethyl)pyridin-2-yl)piperazine-1-carboxylate C(C)(C)(C)OC(=O)N1CC(N(CC1)C1=NC(=C(C=C1)Cl)C(F)(F)F)CN1C(C=2NC3=CC=C(C=C3C2CC1)Cl)CN